methacrylbutadiene C(=O)(C(=C)C)C=CC=C